C1(=CC=C(C=C1)OC=1C=C(C=NC1)C1=CC(=C(C(=O)O)C=C1)O)C 4-(5-(p-tolyloxy)pyridin-3-yl)2-hydroxybenzoic acid